N1[C@H](CC1)CN1C(=NC2=C1C=C(C=C2)C(=O)OC(C)(C)C)CC2=C(C=C(C=C2)C2=NC(=CC=C2)OCC2=C(C=C(C=C2)C#N)F)F Tert-butyl 3-[[(2R)-azetidin-2-yl]methyl]-2-[[4-[6-[(4-cyano-2-fluoro-phenyl)methoxy]-2-pyridyl]-2-fluoro-phenyl]methyl]benzimidazole-5-carboxylate